C(C)(C)(C)C1=NOC(=N1)C(=O)N[C@H](C)C1=C(C=C(C=C1)C1=NC=NC=2NC3=CC(=CC=C3C21)N2CCN(CC2)C2CC(C2)C2=CC=C(C=C2)C2C(NC(CC2)=O)=O)C 3-(tert-butyl)-N-((1R)-1-(4-(7-(4-(3-(4-(2,6-dioxopiperidin-3-yl)phenyl)cyclobutyl)piperazin-1-yl)-9H-pyrimido[4,5-b]indol-4-yl)-2-methylphenyl)ethyl)-1,2,4-oxadiazole-5-carboxamide